11'-(1,2-phenylenedi(oxy))bis(undecan-1-thiol) C1(=C(C=CC=C1)OCCCCCCCCCCCS)OCCCCCCCCCCCS